FC(N1N=CC(=C1C1=CC=2N(C=C1)N=C(C2)NC(=O)C2CC2)O[C@@H]2CNCC2)F (S)-N-(5-(1-(difluoromethyl)-4-(pyrrolidin-3-yloxy)-1H-pyrazol-5-yl)pyrazolo[1,5-a]pyridin-2-yl)cyclopropanecarboxamide